The molecule is a glycosyloxyflavone that is myricetin in which the hydroxy groups at the 3 and 4' positions have been glycosylated by an alpha-L-rhamnopyranosyl-(1->2)-6-O-[(2E)-3-(3,4-dihydroxyphenyl)prop-2-enoyl]-beta-D-glucopyranosyl-(1->2)-alpha-L-rhamnopyranosyl group and a 4-O-(alpha-L-rhamnopyranosyl)-beta-D-xylopyranose group, respectively. It derives from a myricetin 3-O-[(6-O-caffeoyl-beta-D-glucosyl)-(1->2)-alpha-L-rhamnoside](1-). It is a conjugate acid of a montbretin A(1-). C[C@H]1[C@@H]([C@H]([C@H]([C@@H](O1)O[C@@H]2CO[C@H]([C@@H]([C@H]2O)O)OC3=C(C=C(C=C3O)C4=C(C(=O)C5=C(C=C(C=C5O4)O)O)O[C@H]6[C@@H]([C@@H]([C@H]([C@@H](O6)C)O)O)O[C@H]7[C@@H]([C@H]([C@@H]([C@H](O7)COC(=O)/C=C/C8=CC(=C(C=C8)O)O)O)O)O[C@H]9[C@@H]([C@@H]([C@H]([C@@H](O9)C)O)O)O)O)O)O)O